N=1C=C(N2C1C=CC=C2)C(=O)N2CC1=C(CC2)C(=CS1)C(=O)NC1=CC(=CC(=C1)C(F)(F)F)CN1CCOCC1 6-(imidazo[1,2-a]pyridine-3-carbonyl)-N-(3-(morpholinomethyl)-5-(trifluoromethyl)phenyl)-4,5,6,7-tetrahydrothieno[2,3-c]pyridine-3-carboxamide